C(=O)C=1C=CC(=C(C(=O)OC)C1)N(S(=O)(=O)C)C methyl 5-formyl-2-(N-methylmethylsulfonamido)benzoate